C1(=CC=C(C=C1)C1=NC(=NC(=N1)C1=CC=C(C=C1)C1=CC=CC=C1)C1=CC=C(C=C1)C1=CC=CC=C1)C1=CC=CC=C1 2,4,6-tribiphenyl-4-yl-1,3,5-triazin